FC1=C(C=CC=C1)[C@H](C)OC1=C(NC(=C1)C(=O)NCC(F)(F)F)C(=O)NC (S)-3-(1-(2-fluorophenyl)ethoxy)-N2-methyl-N5-(2,2,2-trifluoroethyl)-1H-pyrrole-2,5-dicarboxamide